bis-aminobiphenyl bisimine NC1=C(C(C(C(=C1)C1=CC=CC=C1)=N)=N)N